(3R,8aS)-7-(3-chloro-2-fluoro-6-(1H-tetrazol-1-yl-d)phenyl)-3-(4-(3-fluoro-2-(hydroxymethyl-d2)pyridin-4-yl)-1H-imidazol-2-yl)-2,3,8,8a-tetrahydroindolizin-5(1H)-one ClC=1C(=C(C(=CC1)N1N=NN=C1[2H])C1=CC(N2[C@H](CC[C@H]2C1)C=1NC=C(N1)C1=C(C(=NC=C1)C([2H])([2H])O)F)=O)F